(R)-6-chloro-N-(4-(4-(dimethylamino)phenylsulfonylamino)butan-2-yl)-3,4-dihydroisoquinoline-2(1H)-sulfonamide ClC=1C=C2CCN(CC2=CC1)S(=O)(=O)N[C@H](C)CCNS(=O)(=O)C1=CC=C(C=C1)N(C)C